3,3-divinylpenta-1,4-diene C(=C)C(C=C)(C=C)C=C